FC1=CC(=CC2=NN(N=C21)C2CCNCC2)C2=CC1=CN(N=C1C(=C2)F)C 4-fluoro-6-(7-fluoro-2-methyl-indazol-5-yl)-2-(4-piperidyl)benzotriazole